ON=C(N)C1=CC=C2C(=C(N(C2=C1)CC1=CC=CC2=CC=CC=C12)C(=O)NC1CCC(CC1)NC(OC(C)(C)C)=O)[N+](=O)[O-] tert-butyl ((1r,4r)-4-(6-(N'-hydroxycarbamimidoyl)-1-(naphthalen-1-ylmethyl)-3-nitro-1H-indole-2-carboxamido)cyclohexyl)carbamate